1-(3,4-dichlorobenzyl)-1H-indol ClC=1C=C(CN2C=CC3=CC=CC=C23)C=CC1Cl